4-(3-(cyclopropylmethoxy)-4-(difluoromethoxy)phenethyl)-2-hydroxy-2,3-dihydro-1H-inden-1-one C1(CC1)COC=1C=C(CCC2=C3CC(C(C3=CC=C2)=O)O)C=CC1OC(F)F